N[C@H]1CN(CCC1)C(=O)C=1C=C(C=2N(C1)N=C(C2C)C2=CC=1C(=C(N=CC1)OCC1COC1)N2CC2CC2)OC (R)-(3-Aminopiperidin-1-yl)(2-(1-(cyclopropylmethyl)-7-(oxetan-3-ylmethoxy)-1H-pyrrolo[2,3-c]pyridin-2-yl)-4-methoxy-3-methylpyrazolo[1,5-a]pyridin-6-yl)methanone